(trans)-methyl 2-(4-(6-(2-chloro-3-fluorophenyl)-5-(methoxycarbonyl)-2-(thiazol-2-yl)-3,6-dihydropyrimidin-4-yl)cyclohexyl)oxazole-4-carboxylate ClC1=C(C=CC=C1F)C1C(=C(NC(=N1)C=1SC=CN1)[C@@H]1CC[C@H](CC1)C=1OC=C(N1)C(=O)OC)C(=O)OC